(S)-4-(5-(5-fluoro-2-methoxypyridin-4-yl)-1H-pyrazole-3-carbonyl)-N-((R)-1,6,6-trimethylpiperidin-3-yl)-4-azaspiro[2.5]octane-7-carboxamide FC=1C(=CC(=NC1)OC)C1=CC(=NN1)C(=O)N1C2(CC2)C[C@H](CC1)C(=O)N[C@H]1CN(C(CC1)(C)C)C